BOC-D-glutamic acid α-tert-butyl ester CC(C)(C)OC(=O)[C@@H](CCC(=O)O)NC(=O)OC(C)(C)C